C(C)(=O)ON=C(C1=CC(=CC=C1)CC(NS(=O)(=O)C1=CC(=CC=C1)NC(CNC(=O)OC(C)(C)C)=O)C=1SC2=C(N1)C=CC=C2)N [[amino-[3-[2-(1,3-benzothiazol-2-yl)-2-[[3-[[2-(tert-butoxycarbonylamino)acetyl]amino]phenyl]sulfonylamino]ethyl]phenyl]methylene]amino] acetate